FC(OC1=CC(=NN1)NC1=NC(=CN=C1)O[C@H]1[C@H](CNCC1)OC)F N-(5-(difluoromethoxy)-1H-pyrazol-3-yl)-6-(((3S,4R)-3-methoxypiperidin-4-yl)oxy)pyrazin-2-amine